4-chloro-N-(3-fluoro-5-((4-fluorophenyl)ethynyl)pyridin-2-yl)-1-((tetrahydro-2H-pyran-4-yl)methyl)-1H-pyrazole-5-carboxamide ClC=1C=NN(C1C(=O)NC1=NC=C(C=C1F)C#CC1=CC=C(C=C1)F)CC1CCOCC1